N-n-octyl-ammonium methyl-4-[(3R)-3-{[(tert-butoxy)carbonyl]amino}piperidin-1-yl]butanoate COC(CCCN1C[C@@H](CCC1)NC(=O)OC(C)(C)C)=O.C(CCCCCCC)[NH3+]